C(CCCC)SCSCCCCCCCCC(=O)OC methyl 9-(pentylsulfanylmethylsulfanyl)nonanoate